N-(1-cyanopropyl)-1-(2-azaspiro[3.4]oct-5-ene-6-yl)-3-(5-(trifluoromethyl)-1,3,4-thiadiazol-2-yl)imidazo[1,5-a]pyridin-6-sulfonamide C(#N)C(CC)NS(=O)(=O)C=1C=CC=2N(C1)C(=NC2C2=CC1(CNC1)CC2)C=2SC(=NN2)C(F)(F)F